O1C=CC2=C1C=C(C=C2)C(CCB2OC(C(O2)(C)C)(C)C)NC(C(C)(C)C)=O N-(1-(benzofuran-6-yl)-3-(4,4,5,5-tetramethyl-1,3,2-dioxaborolan-2-yl)propyl)pivaloamide